5-(3-Chlorophenyl)-N-((2-(2,6-dioxopiperidin-3-yl)-1-oxoisoindolin-5-yl)methyl)-1-isobutyl-4-methyl-1H-pyrazole-3-carboxamide ClC=1C=C(C=CC1)C1=C(C(=NN1CC(C)C)C(=O)NCC=1C=C2CN(C(C2=CC1)=O)C1C(NC(CC1)=O)=O)C